C(CCC)C1(N(C(N2C1=CC=1C=C(C=CC21)C(=O)OC)=C=O)OC)C#CCCC2=CC=CC=C2 methyl 1-butyl-2-methoxy-3-carbonyl-1-(4-phenylbut-1-yn-1-yl)-2,3-dihydro-1H-imidazo[1,5-a]indole-7-carboxylate